tert-butyl-((2-(hydrazineylidenemethyl)pyridin-4-yl)methyl)carbamate C(C)(C)(C)OC(NCC1=CC(=NC=C1)C=NN)=O